IC1=CC=C(N=N1)O 6-Iodopyridazin-3-ol